OC1(C=2NC=NC2N(C=N1)N)N 6-hydroxy-3-amino-adenine